5-methoxy-7-methylindole-4-carbaldehyde-d COC1=C(C=2C=CNC2C(=C1)C)C(=O)[2H]